N-(3-Chlorophenyl)-4-methyl-3-((1-methyl-6-(pyridin-3-yl)-1H-pyrazolo[3,4-d]pyrimidin-4-yl)amino)-benzamide ClC=1C=C(C=CC1)NC(C1=CC(=C(C=C1)C)NC1=C2C(=NC(=N1)C=1C=NC=CC1)N(N=C2)C)=O